ClC1=NC=2C=CC=CC2C=2N1N=CN2 5-chloro[1,2,4]triazolo[1,5-c]quinazoline